methyl-6,7-dihydro-1H-imidazo[4,5-c]pyridin CN1C=NC=2C=NCCC21